C(C)OC1=CC(=C(CCNC(C)=O)C=C1OC)C(\C=C\C1=CC=C(C=C1)OCC#C)=O (E)-N-(4-ethoxy-5-methoxy-2-(3-(4-(prop-2-yn-1-yloxy)phenyl)acryloyl)phenethyl)acetamide